{[(pyridin-4-yl)methyl]carbamoyl-amino}-1,2-benzoxazole-3-carboxamide N1=CC=C(C=C1)CNC(=O)NC1=CC=CC2=C1C(=NO2)C(=O)N